BrC1=C(C=C(C=C1C)C1N(CCC1)C(=O)OC(C)(C)C)F tert-Butyl 2-(4-bromo-3-fluoro-5-methylphenyl)pyrrolidine-1-carboxylate